O1C(=CC=C1)C1=CC=C2N(CC(NC2=C1)=O)C(C1=CC(=C(C(=C1)OC)OC)OC)=O 7-(furan-2-yl)-4-(3,4,5-trimethoxybenzoyl)-3,4-dihydroquinoxalin-2(1H)-one